NC1=C(C(=C2C(=N1)OC1=CC(=CC=C1C2SC2=CC=C(C=C2)OC)O)N)C#N 2,4-diamino-8-hydroxy-5-((4-methoxyphenyl)thio)-5H-chromeno[2,3-b]pyridine-3-carbonitrile